CC1=CC=CC(=N1)C1=NC=CC(=N1)NC1=NC(=NC=C1)NC1=CC=C(C=C1)N1CC(CCC1)C(=O)OCC1CNC1 azetidin-3-ylmethyl 1-[4-[[4-[[2-(6-methyl-2-pyridyl)pyrimidin-4-yl]amino]pyrimidin-2-yl]amino]phenyl]piperidine-3-carboxylate